4-(4-chlorophenyl)-1-(cyano-L-prolyl)-N-methylindoline-6-carboxamide ClC1=CC=C(C=C1)C1=C2CCN(C2=CC(=C1)C(=O)NC)C([C@H]1N(CCC1)C#N)=O